C12OCC(N(C1)CC=1C=C(C=C(C1)C(F)(F)F)NC(=O)C1=CSC=3CN(CCC31)C(=O)C3=CN=C1N3C=CC=C1)C2 N-(3-((2-oxa-5-azabicyclo[2.2.1]heptan-5-yl)methyl)-5-(trifluoromethyl)phenyl)-6-(imidazo[1,2-a]pyridine-3-carbonyl)-4,5,6,7-tetrahydrothieno[2,3-c]pyridine-3-carboxamide